(1S,2S)-2-((6-(4-((((R)-1-(2-Chloropyridin-3-yl)ethoxy)carbonyl)amino)-3-methylisoxazol-5-yl)pyridin-3-yl)(methyl)carbamoyl)cyclohexan ClC1=NC=CC=C1[C@H](C)OC(=O)NC=1C(=NOC1C1=CC=C(C=N1)N(C(=O)C1CCCCC1)C)C